5-methoxy-N-(3-(2-(methylamino)-2-oxoethyl)benzyl)-4-((E)-2-(cis-4-(trifluoromethyl)cyclohexyl)vinyl)pyridine COC=1C(=CCN(C1)CC1=CC(=CC=C1)CC(=O)NC)\C=C\[C@@H]1CC[C@@H](CC1)C(F)(F)F